CN1C(C(=C(C2=CC(=CC=C12)C1(CC1)C(F)(F)F)N1CCC(CC1)C=1OC2=C(N1)C=C(C=C2)C)C(=O)N)=O 1-methyl-4-[4-(5-methyl-1,3-benzooxazol-2-yl)piperidin-1-yl]-2-oxo-6-[1-(trifluoromethyl)cyclopropyl]-1,2-dihydroquinoline-3-carboxamide